3-Chloro-5-((6-ethoxy-2-(3-(3-(3-methylmorpholino)propoxy)phenyl)quinazolin-4-yl)amino)pyridin-2(1H)-one ClC=1C(NC=C(C1)NC1=NC(=NC2=CC=C(C=C12)OCC)C1=CC(=CC=C1)OCCCN1C(COCC1)C)=O